5'-(4-fluorophenyl)-3'-isopropyl-N-(4-(6-methyl-2,6-diazaspiro[3.3]heptan-2-yl)phenyl)-1H,3'H-[2,4'-biimidazole]-5-carboxamide FC1=CC=C(C=C1)C1=C(N(C=N1)C(C)C)C=1NC(=CN1)C(=O)NC1=CC=C(C=C1)N1CC2(C1)CN(C2)C